COC1=NN2C(S1)=NC(=C2)C2=NN1C(C(=CC(=C1)OC)OCC=1C=NC=CC1)=C2 2-methoxy-6-(6-methoxy-4-(pyridin-3-ylmethoxy)pyrazolo[1,5-a]pyridin-2-yl)imidazo[2,1-b][1,3,4]thiadiazole